ClC=1C=CC(=C(CNC(NC(CC2CCC3=CC(=CC=C23)S(=O)(=O)N)C)=O)C1)OC 2-(3-(5-chloro-2-methoxybenzyl)ureido)-n-propyl-2,3-dihydro-1H-indene-5-sulfonamide